6-(thiophen-2-yl)nicotinamide hydrochloride Cl.S1C(=CC=C1)C1=NC=C(C(=O)N)C=C1